OC12C3C[C@H](CC3C(CC1)C2)CO Hydroxy-4(s)-hydroxymethyltricyclo[5.2.1.02,6]decane